(4-amino-2-ethylphenyl)(4-aminophenyl)methanone NC1=CC(=C(C=C1)C(=O)C1=CC=C(C=C1)N)CC